dimethyl (4S,4aR,6aS,6bR,8aS,12aS,12bR,14bS)-2-cyano-4,6a,6b,11,11,14b-hexamethyl-3,13-dioxo-4,4a,5,6,6a,6b,7,8,9,10,11,12,12a,12b,13,14b-hexadecahydropicene-4,8a(3H)-dicarboxylate C(#N)C1=C[C@@]2(C3=CC([C@@H]4[C@@H]5CC(CC[C@@]5(CC[C@]4([C@@]3(CC[C@H]2[C@@](C1=O)(C(=O)OC)C)C)C)C(=O)OC)(C)C)=O)C